CC=1C(=CNC1C)C(=O)OC methyl 4,5-dimethyl-1H-pyrrole-3-carboxylate